tert-butyl 3-(4-(4-fluoro-2-(trifluoromethyl)phenyl)piperidine-1-carbonyl)-4,5-dihydro-1H-pyrazolo[3,4-c]pyridine-6(7H)-carboxylate FC1=CC(=C(C=C1)C1CCN(CC1)C(=O)C1=NNC=2CN(CCC21)C(=O)OC(C)(C)C)C(F)(F)F